OC1=C(C=C(C(=C1)O)[C@H]1[C@@H](CCC(=C1)C)C(=C)C)C(=O)NCCC1=CC=C(C=C1)O (1'R,2'R)-4,6-dihydroxy-N-(4-hydroxyphenethyl)-5'-methyl-2'-(prop-1-en-2-yl)-1',2',3',4'-tetrahydro-[1,1'-biphenyl]-3-carboxamide